C(C1=CC=CC=C1)NC(N(C1=NC=C(C=C1)C=1C=NN(C1)C)[C@@H]1CC[C@H](CC1)NC1=NC=C(C(=N1)NCCC(C)O)C#N)=O 3-benzyl-1-(trans-4-((5-cyano-4-((3-hydroxybutyl)amino)pyrimidin-2-yl)amino)cyclohexyl)-1-(5-(1-methyl-1H-pyrazol-4-yl)pyridin-2-yl)urea